3-(6-bromo-7-isopropoxyimidazo[1,2-a]pyridin-2-yl)bicyclo[1.1.1]pentane BrC=1C(=CC=2N(C1)C=C(N2)C21CC(C2)C1)OC(C)C